S(C)(=O)(=O)O.C(C)(C)(C)C=1NC(=C(N1)C1=CC=C2C(=N1)N(C(=N2)N)CC(C)(C)C)C2=CC=C(C=C2)F 5-[2-tert-butyl-5-(4-fluoro-phenyl)-1H-imidazol-4-yl]-3-(2,2-dimethyl-propyl)-3H-imidazo[4,5-b]pyridin-2-ylamine mesylate